4-bromothiophene-3-carbaldehyde BrC=1C(=CSC1)C=O